N-(4-methoxy-5-(5-methyl-4-(4-((methyl(1-methylazetidin-3-yl)amino)methyl)-1H-pyrazol-1-yl)pyrimidin-2-ylamino)-2-morpholinophenyl)acrylamide COC1=CC(=C(C=C1NC1=NC=C(C(=N1)N1N=CC(=C1)CN(C1CN(C1)C)C)C)NC(C=C)=O)N1CCOCC1